N-ethyl-5-fluoro-2-[6-(3-fluoro-1-{[(1r,4r)-4-ethanesulfonamidocyclohexyl]methyl}pyrrolidin-3-yl)-3-methylimidazo[1,5-a]pyridin-8-yl]-N-(isopropyl)benzamide C(C)N(C(C1=C(C=CC(=C1)F)C=1C=2N(C=C(C1)C1(CN(CC1)CC1CCC(CC1)NS(=O)(=O)CC)F)C(=NC2)C)=O)C(C)C